FC(C(C(F)(F)F)(C1=CC=C(C=C1)N1C(C=CC1=O)=O)C1=CC=C(C=C1)N1C(C=CC1=O)=O)(F)F 1'-((perfluoropropane-2,2-diyl)bis(4,1-phenylene))bis(1H-pyrrole-2,5-dione)